[Si](C1=CC=CC=C1)(C1=CC=CC=C1)(C(C)(C)C)OCC=1C=C(C=CC1C)C(C)=O 1-[3-({[tert-butyl(diphenyl)silyl]oxy}methyl)-4-methylphenyl]ethan-1-one